1,2,3,7-tetrahydro-6H-purin-6-one N1CNC=2N=CNC2C1=O